CC1=NN2C(C=C(C=C2)C2C=C(CCO2)B2OC(C(O2)(C)C)(C)C)=C1 2-methyl-5-[4-(4,4,5,5-tetramethyl-1,3,2-dioxaborolan-2-yl)-3,6-dihydro-2H-pyran-6-yl]pyrazolo[1,5-a]pyridine